tri(t-butyl)aluminum C(C)(C)(C)[Al](C(C)(C)C)C(C)(C)C